ClC=1C=C2CCN(CC2=CC1N(C(C=C)=O)C)C(=O)OC(C)(C)C tert-Butyl 6-chloro-7-(N-methylacrylamido)-3,4-dihydroisoquinoline-2(1H)-carboxylate